CC1=C(C(=CC(=C1)N1CC2=C(CCC1)C=C(C=C2)O[C@H](C(F)(F)F)C)C)NC(CC(C)(C)C)=O (S)-N-(2,6-dimethyl-4-(7-((1,1,1-trifluoropropan-2-yl)oxy)-1,3,4,5-tetrahydro-2H-benzo[c]azepin-2-yl)phenyl)-3,3-dimethylbutanamide